2-{[6-({[4-(methylamino)pyridin-2-yl]amino}methyl)imidazo[1,2-a]pyridin-2-yl]methyl}-5-phenyl-1,2-dihydro-2,7-naphthyridin-1-one CNC1=CC(=NC=C1)NCC=1C=CC=2N(C1)C=C(N2)CN2C(C1=CN=CC(=C1C=C2)C2=CC=CC=C2)=O